[Na+].C(C(=O)N)(=O)[O-] Oxamate Sodium